BrC1=C(C=CC=C1)S(=O)(=O)NC(=O)C=1OC2=C(C1)C=CC(=C2)N(C)C N-(2-bromobenzene-1-sulfonyl)-6-(dimethylamino)-1-benzofuran-2-carboxamide